COC(=O)C1=C(C=CC=C1)NC(C)C=1C=C(C=C2C(N(C=3N(C12)C=NC3C(=O)O)C)=O)C 9-(1-((2-(methoxycarbonyl)phenyl)amino)ethyl)-4,7-dimethyl-5-oxo-4,5-dihydroimidazo[1,5-a]quinazoline-3-carboxylic acid